(3S)-1-(tert-butoxycarbonyl)piperidine-3-carboxylic acid C(C)(C)(C)OC(=O)N1C[C@H](CCC1)C(=O)O